(5'S,7a'R)-1-(2-chloropyridin-4-yl)-5'-(2-fluorophenyl)tetrahydro-3'H-spiro[piperidine-4,2'-pyrrolo[2,1-b][1,3]oxazol]-3'-one ClC1=NC=CC(=C1)N1CCC2(C(N3[C@H](O2)CC[C@H]3C3=C(C=CC=C3)F)=O)CC1